C1(=CC=CC=C1)C(C)N=CC N-(1-phenylethyl)ethan-1-imine